COC(C1=NC(=C(C=C1)N1CCCC1)OCC1COC1)=O 6-(Oxetan-3-ylmethoxy)-5-(pyrrolidin-1-yl)picolinic acid methyl ester